C(CCCCCCC)OC(CCC(=O)OCCCCCCBr)OCCCCCCCC 6-bromohexyl 4,4-bis(octyloxy)butanoate